1,3-dihexenyl-1,1,3,3-tetramethyldisiloxane C(=CCCCC)[Si](O[Si](C)(C)C=CCCCC)(C)C